C1(=CC=CC=C1)N1C(C2=C(C1=O)CCCC2)=O N-phenyl-3,4,5,6-tetrahydrophthalimide